{3-[(2R)-1-[(S)-phenyl((3R)-1H,2H,3H,4H-pyrido[2,3-b]pyrazin-3-yl)methoxy]propan-2-yl]phenyl}acetic acid C1(=CC=CC=C1)[C@H](OC[C@H](C)C=1C=C(C=CC1)CC(=O)O)[C@H]1CNC2=C(N1)N=CC=C2